C(C(C)C)ONC(C1=CN=CC=C1)=O N-isobutoxynicotinamide